COC1=CC=C(C=C1)N1C(N(C(C1)=O)CC1=CC(=C(OC(C(=O)OCC)(C)C)C(=C1)C)C)=O Ethyl 2-(4-((3-(4-methoxyphenyl)-2,5-dioxoimidazolin-1-yl)-methyl)-2,6-dimethylphenoxy)-2-methylpropionate